7-Cyclobutoxy-2-(1-methyl-2-oxabicyclo[2.2.1]hept-4-yl)imidazo[1,2-a]pyridine-6-carboxylic acid phenyl ester C1(=CC=CC=C1)OC(=O)C=1C(=CC=2N(C1)C=C(N2)C21COC(CC2)(C1)C)OC1CCC1